6-(4-(3-Chlorophenyl)-2-methyl-1H-imidazol-5-yl)imidazo[1,2-a]pyridine ClC=1C=C(C=CC1)C=1N=C(NC1C=1C=CC=2N(C1)C=CN2)C